N1=C(C=CC=C1)CC1(CCNCC1)O 4-(pyridin-2-ylmethyl)piperidin-4-ol